OC(CC(=O)[O-])C BETA-HYDROXYBUTYRAT